[Na].C(CCCCCCCCCCC)[SiH]1O[SiH2]O[SiH2]O[SiH2]O1 dodecyl-cyclotetrasiloxane sodium